(3R,7R)-2-(4-chloro-3-(trifluoromethyl)benzoyl)-9-(1-(6-((3-chloropropyl)thio)pyridin-3-yl)ethyl)-3,7-dimethyl-1,2,3,4,8,9-hexahydropyrido[4',3':3,4]pyrazolo[1,5-a]pyrazin-10(7H)-one ClC1=C(C=C(C(=O)N2CC=3C(=NN4C3C(N(C[C@H]4C)C(C)C=4C=NC(=CC4)SCCCCl)=O)C[C@H]2C)C=C1)C(F)(F)F